trans-rac-N-(2-Chloro-5-(2,2-dichloro-3-(4-fluoro-3-(trifluoromethyl)phenyl)cyclopropane-1-carboxamido)phenyl)-2-fluoro-4-(2-(2,2,2-trifluoroethoxy)acetamido)benzamide ClC1=C(C=C(C=C1)NC(=O)[C@@H]1C([C@H]1C1=CC(=C(C=C1)F)C(F)(F)F)(Cl)Cl)NC(C1=C(C=C(C=C1)NC(COCC(F)(F)F)=O)F)=O |r|